C(C1=CC=CC=C1)OC1=C(C=C(C(=C1)OCC1=CC=CC=C1)F)C1(COC1)N 3-[2,4-bis(benzyloxy)-5-fluorophenyl]-3-oxetanylamine